CC=1OC2=C(C1C(=O)O)C=C(C=C2)OCC2=CN=CO2 2-methyl-5-(oxazol-5-ylmethoxy)benzofuran-3-carboxylic acid